2-(8-chloro-2-methylimidazo[1,2-a]pyridin-6-yl)-7-[(3S)-3-methylpiperazin-1-yl]-4H-pyrido[1,2-a]pyrimidin-4-one ClC=1C=2N(C=C(C1)C=1N=C3N(C(C1)=O)C=C(C=C3)N3C[C@@H](NCC3)C)C=C(N2)C